[Si](C)(C)(C(C)(C)C)OCCOC1=C(C=C2C(=CC=NC2=C1)OC1=NC=C(C=C1Cl)[N+](=O)[O-])C(=O)NC 7-(2-((Tert-butyldimethylsilyl)oxy)ethoxy)-4-((3-chloro-5-nitropyridin-2-yl)oxy)-N-methylquinoline-6-carboxamide